(S)-7-(4-(5-fluoro-2-((3-methyloxetan-3-yl)methoxy)phenyl)piperidin-1-yl)-2-(1,3,4-oxadiazol-2-yl)-5-oxa-2-azaspiro[3.4]octane FC=1C=CC(=C(C1)C1CCN(CC1)[C@@H]1COC2(CN(C2)C=2OC=NN2)C1)OCC1(COC1)C